ClC1=C(C=CC=C1F)[C@H](C1(CC1)F)C1=NC2=C(C=NC(=C2)C(=O)N[C@H](C)\C=C\S(=O)(=O)C)N1 ((S)-(2-chloro-3-fluorophenyl)(1-fluorocyclopropyl)methyl)-N-((R,E)-4-(methylsulfonyl)but-3-en-2-yl)-3H-imidazo[4,5-c]pyridine-6-carboxamide